BrC=1C=CC(=C2C=CC=NC12)N1C[C@@H](O[C@@H](C1)C)C(=O)N[C@@H]1CNC[C@@H]1F cis-(2R,6R)-4-(8-bromo-5-quinolyl)-N-[4-fluoropyrrolidin-3-yl]-6-methyl-morpholine-2-carboxamide